3-(4-bromobenzyl)-4-methyl-4H-1,2,4-triazole BrC1=CC=C(CC2=NN=CN2C)C=C1